5-(N-(2-(4-(3-Chlorothiophene-2-carbonyl)piperazin-1-yl)phenyl)-N-phenethylsulfamoyl)-3-methylbenzofuran-2-Carboxylic acid ClC1=C(SC=C1)C(=O)N1CCN(CC1)C1=C(C=CC=C1)N(S(=O)(=O)C=1C=CC2=C(C(=C(O2)C(=O)O)C)C1)CCC1=CC=CC=C1